(4R,5S)-5-(4-chlorophenyl)-4-methyloxazolidin-2-one ClC1=CC=C(C=C1)[C@H]1[C@H](NC(O1)=O)C